[6-(trifluoromethyl)pyridin-2-yl]pyridine-2-carboxamide FC(C1=CC=CC(=N1)C=1C(=NC=CC1)C(=O)N)(F)F